C1(CC1)CC=1SC(=CN1)C(=O)NC (cyclopropylmethyl)-N-methyl-1,3-thiazole-5-carboxamide